NC1=CC=C(OC2=C(C=C(C(=C2)C(C)(C)C)OC2=CC=C(C=C2)N)C(C)(C)C)C=C1 1,4-bis(4-aminophenoxy)-2,5-di-tert-butylbenzene